C(#N)C=1N=CC=C2C1SC(=C2)C=2SC(=C(N2)C)C(=O)O 2-(7-cyanothieno[2,3-c]pyridin-2-yl)-4-methylthiazole-5-carboxylic acid